C([2H])([2H])([2H])C1([Se]CCCC1)CC#CC1=CC=CC=C1 (methyl-d3)(3-phenyl-2-propyn-1-yl)selenane